ClC1=C(C(=NC=C1)C(=O)OC)C methyl 4-chloro-3-methylpicolinate